C(C)(C)(C)OC(=O)N[C@@H](C(=O)OC)C1=CC=C(C=C1)OCC1(CCCC1)C methyl (R)-2-((tert-butoxycarbonyl)amino)-2-(4-((1-methylcyclopentyl)methoxy)phenyl)acetate